COC1=NC2=CC=CC=C2C=C1CC1=CC=C(C=C1)[C@@]1(CCC(N1)=O)C |o1:19| (S or R)-5-(4-((2-methoxyquinolin-3-yl)methyl)phenyl)-5-methylpyrrolidin-2-one